COC1=CC=C(C=C1)CN1C(N(C(C1)=O)C1=CC=C(C=C1)OCC1=C(C=CC=C1C(F)(F)F)C)=O 1-[(4-methoxyphenyl)methyl]-3-(4-{[2-methyl-6-(trifluoromethyl)phenyl]methoxy}phenyl)imidazolidine-2,4-dione